CC(C=C)[Sn](OC)(OC)OC 3-buten-2-yltri(methoxy)tin